C1=C(C=CC=2C(C3=CC(=CC=C3C(C12)=O)S(=O)(=O)[O-])=O)S(=O)(=O)[O-].[Na+].[Na+] sodium anthraquinone-2,6-disulfonate